FC(OC=1C=C(C=CC1)C1[C@@H]2CN(C[C@H]12)C(=O)OC(C)(C)C)(F)F tert-butyl (1R,5S,6s)-6-(3-(trifluoromethoxy) phenyl)-3-azabicyclo[3.1.0]hexane-3-carboxylate